(E)-3-(5-(4-((1-(4-(1-(4-bromophenyl)-2-phenylbut-1-en-1-yl)phenyl)piperidin-4-yl)methyl)piperazin-1-yl)-1-oxoisoindolin-2-yl)piperidine-2,6-dione BrC1=CC=C(C=C1)\C(=C(/CC)\C1=CC=CC=C1)\C1=CC=C(C=C1)N1CCC(CC1)CN1CCN(CC1)C=1C=C2CN(C(C2=CC1)=O)C1C(NC(CC1)=O)=O